C1(C=CC=C1)[Ti](C1=C(C(=CC=C1F)N(CC(CCCC)CC)C(C(CCC)(C)C)=O)F)(C1=C(C(=CC=C1F)N(CC(CCCC)CC)C(C(CCC)(C)C)=O)F)C1C=CC=C1 Bis(cyclopentadienyl)bis[2,6-difluoro-3-(N-(2-ethylhexyl)-2,2-dimethylpentanoylamino)phenyl]titanium